N-((2-bromo-3-fluorophenyl)carbamothioyl)benzamide BrC1=C(C=CC=C1F)NC(=S)NC(C1=CC=CC=C1)=O